C(CCC)(=O)OCC=C(CCC=C(C)C)C Butanoic acid, 3,7-dimethyl-2,6-octadienyl ester